2-(2-isopropoxypyridin-5-yl)-5-methyl-N4-(2-oxo-2,3-dihydro-1,3-benzooxazol-5-yl)-2,4-pyrimidinediamine C(C)(C)OC1=NC=C(C=C1)C1(NC=C(C(=N1)NC=1C=CC2=C(NC(O2)=O)C1)C)N